N-{4-chloro-3-[4-(4-cyclopropylphenyl)-6-oxo-1,6-dihydropyrimidin-2-yl]benzyl}isobutyramide ClC1=C(C=C(CNC(C(C)C)=O)C=C1)C=1NC(C=C(N1)C1=CC=C(C=C1)C1CC1)=O